1-(5-chloro-4-(1-benzenesulfonyl-1H-indol-3-yl)pyrimidin-2-yl)benzene-1,3-diamine ClC=1C(=NC(=NC1)C1(CC(=CC=C1)N)N)C1=CN(C2=CC=CC=C12)S(=O)(=O)C1=CC=CC=C1